FC1=C(CN2C(N([C@H](C3=CC=C(C=C23)C(=O)NCC2=C(C=C(C=C2F)F)F)C)C)=O)C=C(C=C1F)OCCO (S)-1-(2,3-difluoro-5-(2-hydroxyethoxy)benzyl)-3,4-dimethyl-2-oxo-N-(2,4,6-trifluorobenzyl)-1,2,3,4-tetrahydro-quinazoline-7-carboxamide